(3R)-3-(5-methylpyridin-3-yl)-3-[1-(trifluoromethyl)cyclopropyl]propanoic acid CC=1C=C(C=NC1)[C@@H](CC(=O)O)C1(CC1)C(F)(F)F